CNCCC1=CC=CC=C1 n-methylphenylethylamine